OCC1=NC(=NC=C1)C=1C=CC(=NC1)NCCNC(OC(C)(C)C)=O tert-butyl (2-((5-(4-(hydroxymethyl)pyrimidin-2-yl)pyridin-2-yl)amino)ethyl)carbamate